C[C@@H](C(O)([2H])[2H])CCC (R)-2-methylpentan-1,1-d2-1-ol